3-(1,2,3,5,6,7-hexahydro-s-indacen-4-yl)-1-[(1-methyl-1H-pyrazol-4-yl)[1-(propan-2-yl)piperidin-3-yl]sulfamoyl]urea Sodium Salt [Na].C1CCC2=C(C=3CCCC3C=C12)NC(NS(N(C1CN(CCC1)C(C)C)C=1C=NN(C1)C)(=O)=O)=O